N4-(4-((3-((tert-butyldimethylsilyl)oxy)-4-(1,3-dioxolan-2-yl)benzyl)amino)phenyl)-5-chloro-N2-(2-methoxy-4-(4-(4-methylpiperazin-1-yl)piperidin-1-yl)phenyl)pyrimidine-2,4-diamine [Si](C)(C)(C(C)(C)C)OC=1C=C(CNC2=CC=C(C=C2)NC2=NC(=NC=C2Cl)NC2=C(C=C(C=C2)N2CCC(CC2)N2CCN(CC2)C)OC)C=CC1C1OCCO1